4,6-bis[3-(naphthalen-1-yl)phenyl]-2-phenylpyrimidine C1(=CC=CC2=CC=CC=C12)C=1C=C(C=CC1)C1=NC(=NC(=C1)C1=CC(=CC=C1)C1=CC=CC2=CC=CC=C12)C1=CC=CC=C1